C(#N)C1=C(N=C(S1)N(C1=C(N=C2N1C=C(C=C2)C=2C=C(C(=NC2)C(=O)OC)F)CC)C)C2=CC=C(C=C2)F methyl 5-(3-((5-cyano-4-(4-fluorophenyl) thiazol-2-yl) (methyl) amino)-2-ethylimidazo[1,2-a]pyridin-6-yl)-3-fluoropyridinecarboxylate